tert-butyl N-[(4-chloro-3-fluoro-2-methoxy-phenyl)methyl]-N-[cyclopropanecarbonyl(methyl)amino]carbamate ClC1=C(C(=C(C=C1)CN(C(OC(C)(C)C)=O)N(C)C(=O)C1CC1)OC)F